tert-butyl (4-(2-(2-(cyclopropylsulfonyl)-4-((5-methyl-1-(tetrahydro-2H-pyran-2-yl)-1H-pyrazol-3-yl) amino)phenyl)thiazol-5-yl)cyclohex-3-en-1-yl)carbamate C1(CC1)S(=O)(=O)C1=C(C=CC(=C1)NC1=NN(C(=C1)C)C1OCCCC1)C=1SC(=CN1)C1=CCC(CC1)NC(OC(C)(C)C)=O